bis(tris(trimethylsiloxy) silylpropyl) fumarate C(\C=C\C(=O)OCCC[Si](O[Si](C)(C)C)(O[Si](C)(C)C)O[Si](C)(C)C)(=O)OCCC[Si](O[Si](C)(C)C)(O[Si](C)(C)C)O[Si](C)(C)C